1-Octenol C(=CCCCCCC)O